N[C@H](C(=O)OCC)C(C)C (S)-ethyl 2-amino-3-methylbutyrate